11-keto-estra-5-ene O=C1[C@@H]2[C@H]3CCCCC3=CC[C@H]2[C@@H]2CCC[C@@]2(C)C1